C1=C(C=CC=2OC3=C(C21)C=CC=C3)C3=C(C(=NC(=C3N3C2=CC=CC(=C2C=2C(=CC=CC32)C3=CC=CC=C3)C3=CC=CC=C3)N3C2=C(C=1C=CC=CC31)C=NC=C2)N2C3=C(C=1C=CC=CC21)C=NC=C3)N3C2=C(C=1C=CC=CC31)C=NC=C2 5,5',5''-(4-(dibenzo[b,d]furan-2-yl)-5-(4,5-diphenyl-9H-carbazol-9-yl)pyridine-2,3,6-triyl)tris(5H-pyrido[4,3-b]indole)